8-Acetyl-2-ethylsulfanyl-3,6-dimethyl-chromen-4-one C(C)(=O)C=1C=C(C=C2C(C(=C(OC12)SCC)C)=O)C